ClC1=C(C(=C(C=C1)C=1N=NN(C1)[C@H]1[C@H]([C@H](O[C@@H]([C@@H]1OC)CC=1N=NN(C1)C1(CC1)C)CO)O)F)F (2R,3R,4S,5R,6R)-4-(4-(4-Chloro-2,3-difluorophenyl)-1H-1,2,3-triazol-1-yl)-2-(hydroxymethyl)-5-methoxy-6-((1-(1-methylcyclopropyl)-1H-1,2,3-triazol-4-yl)methyl)tetrahydro-2H-pyran-3-ol